methyl 5-ethoxy-1-methyl-2-(1-methyl-1H-1,3-benzodiazol-2-yl)-6-oxo-1,6-dihydropyrimidine-4-carboxylate C(C)OC1=C(N=C(N(C1=O)C)C1=NC2=C(N1C)C=CC=C2)C(=O)OC